COC1=CC=C(C=C1)CN1C(CCC1(C)C)=O 1-[(4-methoxyphenyl)methyl]-5,5-dimethyl-pyrrolidin-2-one